5-(2-isopropylphenyl)-3-(4-(1-methyl-4-(trifluoromethyl)-1H-imidazol-2-yl)benzyl)thiazolo[4,5-d]pyrimidin-2(3H)-one C(C)(C)C1=C(C=CC=C1)C=1N=CC2=C(N1)N(C(S2)=O)CC2=CC=C(C=C2)C=2N(C=C(N2)C(F)(F)F)C